5-(1'-(4-(2,6-Dioxopiperidin-3-yl)phenyl)-[4,4'-bipiperidin]-1-yl)-2-((S)-1-(3-ethoxy-4-methoxyphenyl)-2-(methylsulfonyl)ethyl)isoindoline-1,3-dione O=C1NC(CCC1C1=CC=C(C=C1)N1CCC(CC1)C1CCN(CC1)C=1C=C2C(N(C(C2=CC1)=O)[C@H](CS(=O)(=O)C)C1=CC(=C(C=C1)OC)OCC)=O)=O